2-(6-((2S,3R)-2-(cyclopentyloxy)-3-(3,5-dimethoxy-4-methylphenyl)-3-hydroxypropyl)-2-methoxypyridin-3-yl)acetic acid C1(CCCC1)O[C@@H](CC1=CC=C(C(=N1)OC)CC(=O)O)[C@H](O)C1=CC(=C(C(=C1)OC)C)OC